butyl-malonic acid diethylester C(C)OC(C(C(=O)OCC)CCCC)=O